5-((4-(Ethylamino)-3-(trifluoromethyl)-1H-pyrrolo[2,3-b]pyridin-6-yl)amino)-2-methylisoindolin-1-one C(C)NC1=C2C(=NC(=C1)NC=1C=C3CN(C(C3=CC1)=O)C)NC=C2C(F)(F)F